C1(CCC1)CN1C(N(CC12CCC(CC2)(C2=CC=CC=C2)N(C)C)CC2=CC=C(C=C2)OC)=O 1-(cyclobutyl-methyl)-8-dimethylamino-3-[(4-methoxyphenyl)-methyl]-8-phenyl-1,3-diazaspiro[4.5]Decan-2-one